benzyl {[5-(3-hydroxycyclopentyl)-4-iodo-2-(2-methylprop-2-yl)pyrazol-3-yl] amino}methanoate OC1CC(CC1)C=1C(=C(N(N1)C(C)(C)C)NC(=O)OCC1=CC=CC=C1)I